FC1=C(C=CC=C1)C1=CC=C(C=N1)NC(OCC=1C=C2C(N(CC2=C(C1)OC)C1C(NC(CC1)=O)=O)=O)=O (2-(2,6-dioxopiperidin-3-yl)-7-methoxy-3-oxoisoindolin-5-yl)methyl (6-(2-fluorophenyl)pyridin-3-yl)carbamate